ClC=1C=C2C(=NC=NC2=C(C1)Cl)NC(C)C=1N(N=CN1)C1=NC=CC=N1 6,8-dichloro-N-[1-(2-pyrimidin-2-yl-1,2,4-triazol-3-yl)ethyl]quinazolin-4-amine